(2-hydroxyethyl)-N-methylethylammonium sulfate S(=O)(=O)([O-])[O-].OCC[NH+](C)CC.OCC[NH+](C)CC